C(C)[C@@H]([C@H](C)O)N1N=CNC1=O 2-[(1S,2S)-1-ethyl-2-hydroxypropyl]-2,4-dihydro-3H-1,2,4-triazol-3-on